CNC(=O)C1=NC2=CC(=CC=C2C=N1)C1=CC(=CC=C1)NC(C=C)=O N-methyl-7-[3-(prop-2-enamido)phenyl]quinazoline-2-carboxamide